2-bromo-N-(5-cyclopentylpyridin-2-yl)propionamide BrC(C(=O)NC1=NC=C(C=C1)C1CCCC1)C